Cl.Cl.Cl.N1(C=NC2=C1C=CC=C2)CCCN2CCC(CC2)C=2N=NC1=CC(=CC(=C1C2)F)C=2C=C(C=1N(N2)C=C(N1)C)C 3-{1-[3-(1H-Benzimidazol-1-yl)propyl]piperidin-4-yl}-7-(2,8-dimethylimidazo[1,2-b]pyridazin-6-yl)-5-fluorocinnoline tri-hydrochloride